ON(CCOCCNC(C=CSC1=CC=CC=C1)=O)C N-(2-(2-(hydroxy(methyl)amino)ethoxy)ethyl)-3-(phenylthio)propenamide